(4aR,8aS)-6-[6-[(4-triflylpyrazol-1-yl)methyl]-2-azaspiro[3.3]heptane-2-carbonyl]-4,4a,5,7,8,8a-hexahydropyrido[4,3-b][1,4]oxazin-3-one S(=O)(=O)(C(F)(F)F)C=1C=NN(C1)CC1CC2(CN(C2)C(=O)N2C[C@@H]3[C@@H](OCC(N3)=O)CC2)C1